NCC1=NC=C(C(=C1)C(=O)OC)F methyl 2-(aminomethyl)-5-fluoropyridine-4-carboxylate